C1(=CC=CC=C1)P(C1=C(C2=CC=CC=C2C=C1)C1=C(C=CC2=CC=CC=C12)P(C1=CC=CC=C1)C1=CC=CC=C1)C1=CC=CC=C1 2'-(diphenylphosphino)-[[1,1'-binaphthyl]-2-yl]diphenylphosphine